ClC=1C=CC2=C(N=C(O2)C2CC3(CC(C3)NC(=O)C=3OC(=CC3)C(=O)C3CC3)C2)C1 N-[6-(5-chloro-1,3-benzoxazol-2-yl)spiro[3.3]heptane-2-yl]-5-(cyclopropanecarbonyl)furan-2-carboxamide